ClC=1C=CC(=C(C1)C=1C=CC(=NC1)C(CC1=CC=CC=C1)NC(=O)C1=CC=C(C=C1)NC(OC)=O)N1N=NN=C1 methyl (4-((1-(5-(5-chloro-2-(1H-tetrazol-1-yl)phenyl)pyridin-2-yl)-2-phenylethyl)carbamoyl)phenyl)carbamate